tert-butyl (S)-2-((tert-butoxycarbonyl) amino)-3-(4-((1-(5-cyanothiophen-2-yl)-1-oxo-5,8,11-trioxa-2-azatridecan-13-yl)oxy)phenyl)propanoate C(C)(C)(C)OC(=O)N[C@H](C(=O)OC(C)(C)C)CC1=CC=C(C=C1)OCCOCCOCCOCCNC(=O)C=1SC(=CC1)C#N